C(C)(C)OC1=CC(=NC2=CC=CC=C12)C(=O)O 4-isopropoxyquinoline-2-carboxylic acid